5,7-disulfo-2,3-naphthalenedicarboxylic acid S(=O)(=O)(O)C1=C2C=C(C(=CC2=CC(=C1)S(=O)(=O)O)C(=O)O)C(=O)O